BrC1=CC=C2C(=C(NC2=C1)[Si](C)(C)C)C1CC1 (6-bromo-3-cyclopropyl-1H-indol-2-yl)-trimethyl-silane